3-Bromo-5-[3-methyl-1-(4-methyl-1,2,4-triazol-3-yl)cyclobutyl]benzoic acid BrC=1C=C(C(=O)O)C=C(C1)C1(CC(C1)C)C1=NN=CN1C